C(C)(C)(C)C1=CC(=NN1CC#N)N=C=S 2-(5-(tert-butyl)-3-isothiocyanato-1H-pyrazol-1-yl)acetonitrile